C(C)(C)(C)OC(CCCCCCCCCCCCCCCCCCC(=O)O)=O 20-(tert-butoxy)-20-oxoeicosanoic acid